[Cl-].CC1=C(C(=O)P(C2=CC=CC=C2)C(C2=C(C=C(C=C2C)C)C)=O)C(=CC(=C1)C)C bis(2,4,6-trimethylbenzoyl)phenyl-phosphine chloride